tert-Butyl 3-((tert-butoxycarbonyl)amino)-5-(trans-3-(4-(trifluoromethyl)phenyl) cyclobutoxy)-1H-indole-1-carboxylate C(C)(C)(C)OC(=O)NC1=CN(C2=CC=C(C=C12)O[C@@H]1C[C@H](C1)C1=CC=C(C=C1)C(F)(F)F)C(=O)OC(C)(C)C